C1=CC(=CC=C1C(C2=CC=C(C=C2)Cl)C(Cl)Cl)Cl The molecule is a chlorophenylethane that is 2,2-bis(p-chlorophenyl)ethane substituted by two chloro groups at position 1. It is a metabolite of the organochlorine insecticide, DDT. It has a role as a xenobiotic metabolite. It is an organochlorine insecticide, a member of monochlorobenzenes and a chlorophenylethane.